9-ethyl-6-(2-methyl-5-tetrahydrofuranyl-benzoyl)-9H-carbazole C(C)N1C2=CC=C(C=C2C=2C=CC=CC12)C(C1=C(C=CC(=C1)C1OCCC1)C)=O